[Si](C)(C)(C(C)(C)C)OC[C@H]1N(C(COC1)=O)C(=O)OC(C)(C)C tert-butyl (3S)-3-({[tert-butyl(dimethyl)silyl]oxy}methyl)-5-oxomorpholine-4-carboxylate